C[C@@]12[C@H](CC[C@H]1C1=CCC=3C=C(C=CC3[C@H]1CC2)O)O (9S,13S,14S,17S)-13-methyl-6,9,11,12,14,15,16,17-octahydrocyclopenta[a]phenanthrene-3,17-diol